ClCC(=O)N[C@H](CO)CC1=CC=C(C=C1)OC (S)-2-chloro-N-(1-hydroxy-3-(4-methoxyphenyl)propan-2-yl)acetamide